CN1C(N(C=C1)C)C(=O)O.ClC=1C=C(C=C(C1)Cl)CCN1C[C@H](NCC1)COC1=CC=C(C=C1)S(=O)(=O)C (3S)-1-[2-(3,5-dichlorophenyl)ethyl]-3-[(4-methylsulfonylphenoxy)methyl]piperazine 1,3-dimethylimidazole-2-Carboxylate